Cl.NC1CCN(CC1)C=1N=C(C(=C2C1NN=C2)C2=CC(=C(C=C2)OC)O)C2=CC(=C(C#N)C=C2)F 4-(7-(4-aminopiperidin-1-yl)-4-(3-hydroxy-4-methoxyphenyl)-1H-pyrazolo[3,4-c]pyridin-5-yl)-2-fluorobenzonitrile hydrochloride